(R)-4-((1-(3-(difluoromethyl)-2-fluorophenyl)ethyl)amino)-6-(3,6-dihydro-2H-pyran-4-yl)-2-methylpyrido[2,3-d]pyrimidin-7(8H)-one FC(C=1C(=C(C=CC1)[C@@H](C)NC=1C2=C(N=C(N1)C)NC(C(=C2)C=2CCOCC2)=O)F)F